5-(thiophene-3-sulfonylamino)thiazole-4-carboxylic acid S1C=C(C=C1)S(=O)(=O)NC1=C(N=CS1)C(=O)O